N-(3-(4-chlorophenyl)-1-(3-methylbutanoyl)pyrrolidin-3-yl)-4-(trifluoromethoxy)benzene-sulfonamide ClC1=CC=C(C=C1)C1(CN(CC1)C(CC(C)C)=O)NS(=O)(=O)C1=CC=C(C=C1)OC(F)(F)F